rac-N-((1s,3s)-3-aminocyclobutyl)-4-(2-chloro-4-(5-(1-isobutyl-3-(trifluoromethyl)-1H-pyrazol-4-yl)-1-methyl-1H-imidazole-2-carboxamido)benzoyl)piperazine-1-carboxamide hydrochloride Cl.NC1CC(C1)NC(=O)N1CCN(CC1)C(C1=C(C=C(C=C1)NC(=O)C=1N(C(=CN1)C=1C(=NN(C1)CC(C)C)C(F)(F)F)C)Cl)=O